3-(1-(2,2-difluoroethyl)-1H-pyrazolo[3,4-b]pyrazin-6-yl)-1'-(5-(trifluoromethyl)pyridin-2-yl)-3-azaspiro[bicyclo[3.1.1]heptane-6,3'-pyrrolidin]-5'-one FC(CN1N=CC=2C1=NC(=CN2)N2CC1CC(C2)C12CN(C(C2)=O)C2=NC=C(C=C2)C(F)(F)F)F